3-(tert-Butyl)-1-(4-isopropylphenyl)-1H-pyrazol-5-amine C(C)(C)(C)C1=NN(C(=C1)N)C1=CC=C(C=C1)C(C)C